C1(=CC=CC=C1)S(=O)(=O)OC=1C=C(C=CC1)NC(=O)NC1=CC=C(C=C1)OS(=O)(=O)CC N-[3-(benzenesulfonyloxy)phenyl]-N'-[4-(ethanesulfonyloxy)phenyl]urea